CSC(=CC(=O)C1=CC=CC=C1)SC 3,3-bis(methylsulfanyl)-1-phenyl-prop-2-en-1-one